N-[(dimethylamino)-1H-1,2,3-triazolo[4,5-b]pyridin-1-ylmethylene]-N-methyl-methanaminium tetrafluoroborate F[B-](F)(F)F.CN(C)C(=[N+](C)C)N1N=NC2=NC=CC=C21